1,4-bis(7-chloroquinolin-4-yl)piperazine ClC1=CC=C2C(=CC=NC2=C1)N1CCN(CC1)C1=CC=NC2=CC(=CC=C12)Cl